C1(=CC=CC=C1)C(C1=CC=CC=C1)=NCCC=1C=C(OCCN(C)C)C=CC1 2-(3-{2-[(diphenylmethylene)amino]ethyl}phenoxy)-N,N-dimethylethan-1-amine